Cl.C[O-] methanolate monohydrochloride